NC[C@H](CC1=CC(=CC=C1)F)NC(C1=CC=CC=C1C=1SC(=C(C1)C1=C(C=NN1C)Cl)Cl)=O N-[(1S)-2-amino-1-[(3-fluorophenyl)methyl]ethyl]-5-chloro-4-(4-chloro-1-methyl-1H-pyrazol-5-yl)-2-thiophenebenzamide